1,2-bis(vinylsulfonyloxy)ethane C(=C)S(=O)(=O)OCCOS(=O)(=O)C=C